N1=CC(=CC=C1)CN1C[C@@](CC1)(CCC=1SC=CC1)[C@H](C)O (S)-1-((S)-1-(pyridin-3-ylmethyl)-3-(2-(thiophen-2-yl)ethyl)pyrrolidin-3-yl)ethan-1-ol